N-(3-chloro-4-fluorophenyl)-4-(5-hydroxy-5-(1-sulfamoylcyclopropyl)-octahydropentalen-2-yl)-1-methyl-1H-imidazole-5-carboxamide ClC=1C=C(C=CC1F)NC(=O)C1=C(N=CN1C)C1CC2CC(CC2C1)(C1(CC1)S(N)(=O)=O)O